(2-(3,5-dimethyladamantan-1-yl)-1-(phenylsulfonyl)ethyl)trimethylgermane CC12CC3(CC(CC(C1)(C3)C)C2)CC(S(=O)(=O)C2=CC=CC=C2)[Ge](C)(C)C